Diphenyl-(pyren-1-yl)phosphine oxide C1(=CC=CC=C1)P(C1=CC=C2C=CC3=CC=CC4=CC=C1C2=C34)(C3=CC=CC=C3)=O